methyl 3-(3-(bis(tert-butoxycarbonyl)amino)-2-chloro-6-fluorophenoxy)-2-methyl-6-nitrobenzoate C(C)(C)(C)OC(=O)N(C=1C(=C(OC=2C(=C(C(=O)OC)C(=CC2)[N+](=O)[O-])C)C(=CC1)F)Cl)C(=O)OC(C)(C)C